FC=1C(=C(C=CC1F)[C@H]1[C@@H](O[C@]([C@@H]1C)(C(F)(F)F)C)C(=O)NC1=CC(=NC=N1)C(=O)N)OC 6-[[(2R,3S,4R,5R)-3-(3,4-difluoro-2-methoxy-phenyl)-4,5-dimethyl-5-(trifluoromethyl)tetrahydrofuran-2-carbonyl]amino]pyrimidine-4-carboxamide